Cl.ClC1=C(C=C(C=C1)C#N)C=1C=C2C(=NNC2=CC1)NC(=O)C1CC(C1)NC1CCCC1 N-[5-(2-chloro-5-cyanophenyl)-1H-indazol-3-yl]-3-(cyclopentylamino)cyclobutanecarboxamide hydrochloride